tert-butyl 4-[2-[(3-tert-butoxy-3-oxo-propyl)amino]-6-chloro-8-fluoro-7-(3-hydroxy-1-naphthyl)quinazolin-4-yl]piperazine-1-carboxylate C(C)(C)(C)OC(CCNC1=NC2=C(C(=C(C=C2C(=N1)N1CCN(CC1)C(=O)OC(C)(C)C)Cl)C1=CC(=CC2=CC=CC=C12)O)F)=O